CCCCCCCC/C=C/CCCCCCCC(=O)O The molecule is a 9-octadecenoic acid and the trans-isomer of oleic acid. It has a role as a food component. It is a conjugate acid of an elaidate and an Octadec-9-enoic acid anion. It derives from a hydride of a trans-octadec-9-ene.